C(C)C1=C(C=CC(=C1)N1CC2N(CC1)CCC2)NC2=NC=C(C(=N2)NCCCN2C(C(C2)(C)C)=O)C(F)(F)F 1-(3-((2-((2-ethyl-4-(hexahydropyrrolo[1,2-a]pyrazin-2(1H)-yl)phenyl)amino)-5-(trifluoromethyl)pyrimidin-4-yl)amino)propyl)-3,3-dimethylazetidin-2-one